CN1C(NC2=C(C1=O)N=CC(=C2)CN2CCN(CC2)C=2C(=NC=CC2)C(=O)NC)=O (4-((3-methyl-2,4-dioxo-1,2,3,4-tetrahydropyrido[3,2-d]pyrimidin-7-yl)methyl)piperazin-1-yl)-N-methylpyridinecarboxamide